FC(CCN)(F)F (3,3,3-trifluoropropyl)ammonia